3-((2,6-dimethylbenzyl)oxy)-4-fluorobenzoic acid CC1=C(COC=2C=C(C(=O)O)C=CC2F)C(=CC=C1)C